C(C)(=O)N(C1=CC=C(C(=O)OCC)C=C1)CCC=1N=C2C(=NC(=NC2=NC1)N)O ethyl 4-[acetyl-[2-(2-amino-4-hydroxy-pteridin-6-yl)ethyl]amino]benzoate